1,15-bis(Heptylthio)-8-((4-hydroxybutyl)(methyl)amino)pentadecane-2,14-diyl dinonanoate C(CCCCCCCC)(=O)OC(CSCCCCCCC)CCCCCC(CCCCCC(CSCCCCCCC)OC(CCCCCCCC)=O)N(C)CCCCO